3-((5-(5-(difluoromethyl)-1,3,4-oxadiazole-2-yl)pyridine-2-yl)methyl)-5-fluoro-6-(1-(1-(2,2,2-trifluoroethyl)piperidine-4-yl)-1H-pyrazole-4-yl)benzo[d]oxazole-2(3H)-one FC(C1=NN=C(O1)C=1C=CC(=NC1)CN1C(OC2=C1C=C(C(=C2)C=2C=NN(C2)C2CCN(CC2)CC(F)(F)F)F)=O)F